O1CCN(CCC1)CC1=CC=C2C3=C1C(N(C3=CC=C2F)C2(CC=NC(=C2)C2CC2)C2=C(C#N)C=CC=C2C2=NN=CN2C)=O 2-(4-(((1,4-oxazepan-4-yl)methyl)-6-fluoro-2-oxobenzo[cd]indol-1(2H)-yl)-6-cyclopropylpyridin-4-yl)-3-(4-methyl-4H-1,2,4-triazol-3-yl)benzonitrile